N-maleimidoethyl-3-guanidinomethyl-5-(trimethylstannyl)benzamide C1(C=CC(N1CCNC(C1=CC(=CC(=C1)[Sn](C)(C)C)CNC(=N)N)=O)=O)=O